N-((1H-pyrrolo[3,2-c]pyridine-2-yl)methyl)-2-(2-(4-(methylsulfonyl)phenyl)-6-oxo-5-((3-phenylpropyl)amino)pyrimidin-1(6H)-yl)acetamide N1C(=CC=2C=NC=CC21)CNC(CN2C(=NC=C(C2=O)NCCCC2=CC=CC=C2)C2=CC=C(C=C2)S(=O)(=O)C)=O